C(#N)C=1C=C(C=NC1N1N=CC=N1)NC(=O)C=1C=NN(C1C(F)(F)F)C1=C2C(=NC=C1)C=CO2 N-(5-Cyano-6-(2H-1,2,3-triazol-2-yl)pyridin-3-yl)-1-(furo[3,2-b]pyridin-7-yl)-5-(trifluoromethyl)-1H-pyrazole-4-carboxamid